N-{3-[1-(2-nitrophenyl)-1H-pyrrol-2-yl]-allylidene}-aminoguanidinium oxalate C(C(=O)[O-])(=O)[O-].[N+](=O)([O-])C1=C(C=CC=C1)N1C(=CC=C1)C=CC=NC(=[NH+]N)N.[N+](=O)([O-])C1=C(C=CC=C1)N1C(=CC=C1)C=CC=NC(=[NH+]N)N